CN1N=CC(=C1)C1CNCC1 1-methyl-4-(pyrrolidin-3-yl)-1H-pyrazole